C(CCCCCCCCCCCCCCC)OC(C(CCCC)CC)=O 2-ethylhexanoic acid hexadecyl ester